C(C)(C)(C)C1CN(C1)CC1=CC=C(CNC2=C3C(N(C(C3=CC=C2)=O)C2C(NC(CC2)=O)=O)=O)C=C1 4-(4-((3-tert-butylazetidin-1-yl)methyl)benzylamino)-2-(2,6-dioxopiperidin-3-yl)isoindoline-1,3-dione